2-cyclopropyl-6-(trifluoromethyl)pyridine-4-carboxylic acid C1(CC1)C1=NC(=CC(=C1)C(=O)O)C(F)(F)F